3-ethyl-N-[[6-(3-piperazin-1-ylpropoxy)-3-pyridyl]methyl]-5-(1-piperidyl)pyrazolo[1,5-a]pyrimidin-7-amine C(C)C=1C=NN2C1N=C(C=C2NCC=2C=NC(=CC2)OCCCN2CCNCC2)N2CCCCC2